N-((1H-indol-5-yl)methyl)-2-iodobenzamide N1C=CC2=CC(=CC=C12)CNC(C1=C(C=CC=C1)I)=O